OC1=CC=C(C=C1)C(C)(C)C1=C(C=CC(=C1)C(C)(C)C1=CC=C(C=C1)O)O 2,4-bis[2-(4-hydroxyphenyl)-2-propanyl]phenol